{[2-(Dimethylamino)ethyl]amino}-6-furfurylamino-9-(tetrahydro-2H-pyran-2-yl)-9H-purine CN(CCNC1=NC(=C2N=CN(C2=N1)C1OCCCC1)NCC1=CC=CO1)C